C(C=C)(=O)OCCNC(=O)OC1=C(C2=CC=CC=C2C=C1)C1=C(C=CC2=CC=CC=C12)OC(NCCCCCC)=O 2-{[({2'-[(Hexyl-carbamoyl)oxy]-1,1'-binaphthyl-2-yl}oxy)carbonyl]amino}ethyl acrylat